4-Methoxy-6-phenylpyrimidine-5-carbaldehyde COC1=NC=NC(=C1C=O)C1=CC=CC=C1